C(C)(C)N1C(NCC1)=O 3-isopropylimidazolin-2-one